2-(4-((2,6-diethyl-3,4-dihydroquinolin-1(2H)-yl)sulfonyl)-2-(hydroxymethyl)phenyl)-2-morpholinoethanol C(C)C1N(C2=CC=C(C=C2CC1)CC)S(=O)(=O)C1=CC(=C(C=C1)C(CO)N1CCOCC1)CO